C1=CC=CC=2OC3=CC=CC=C3C(C12)C1=CNC2=CC=CC=C12 3-(9H-xanthene-9-yl)-1H-indole